4-amino-7-cyclopropyl-5-methoxy-1-(o-tolyl)quinazolin-2(1H)-one NC1=NC(N(C2=CC(=CC(=C12)OC)C1CC1)C1=C(C=CC=C1)C)=O